BrC1=CC(=C2C(=C(C=NC2=C1)S(=O)(=O)NC1CC1)NC1=CC(=CC(=C1)S(=O)(=O)C)OC1=CC(=CC(=C1)F)F)F 7-Bromo-N-cyclopropyl-4-((3-(3,5-difluorophenoxy)-5-(methylsulfonyl)phenyl)amino)-5-fluoro-quinoline-3-sulfonamide